ClC1=C(C(=C2C(=N1)NC=C2)F)F 6-chloro-4,5-difluoro-1H-pyrrolo[2,3-b]pyridine